propane monostearate C(CCCCCCCCCCCCCCCCC)(=O)O.CCC